N-(3-propoxy)phenyl-N'-(3-(1,2,3,6-tetrahydropyridin-4-yl)-1H-indol-5-yl)thiourea CCCON(C(=S)NC=1C=C2C(=CNC2=CC1)C=1CCNCC1)C1=CC=CC=C1